5-((5-(4-fluoro-5-methyl-2-(((1R,3R)-3-(methylamino)cyclopentyl)oxy)phenyl)-1H-pyrazol-3-yl)amino)pyrazine-2-carbonitrile FC1=CC(=C(C=C1C)C1=CC(=NN1)NC=1N=CC(=NC1)C#N)O[C@H]1C[C@@H](CC1)NC